1-[8-(piperazin-1-yl)isoquinolin-4-yl]-1,3-diazacyclohexane-2,4-dione N1(CCNCC1)C=1C=CC=C2C(=CN=CC12)N1C(NC(CC1)=O)=O